C(C)(C)(C)OC(COCCOC1=CC=C(C=C1)CCC=1C(=NN(C1O)C1=NC2=C(N1)C=CC(=C2)Cl)C2=CC=C(C=C2)C(F)(F)F)=O.CN2CCN(CC2)CC(=O)CN2CCN(CC2)C (4-methylpiperazin-1-yl)methylKetone tert-butyl-2-[2-(4-{2-[1-(5-chloro-1H-1,3-benzodiazol-2-yl)-5-hydroxy-3-[4-(trifluoromethyl)phenyl]-1H-pyrazol-4-yl]ethyl}phenoxy)ethoxy]acetate